N1=CC(=CC=C1)C=1N=NN(C1)CC1=CC=C(C=C1)C1=NOC(=N1)C(F)(F)F 3-[4-[[4-(3-pyridyl)triazol-1-yl]methyl]phenyl]-5-(trifluoromethyl)-1,2,4-oxadiazole